4-(2-hydroxyethyl)bicyclo[2.2.1]heptane-1-carboxylic acid methyl ester COC(=O)C12CCC(CC1)(C2)CCO